C(C)N(C1=CN=CC(=N1)C1=CC(=C(C(=C1)F)N1CCC(CC1)CC(=O)O)F)CC 2-[1-[4-[6-(diethylamino)pyrazin-2-yl]-2,6-difluoro-phenyl]-4-piperidinyl]acetic acid